cis-2-(3-aminophenyl)cyclobutane-1-carbonitrile NC=1C=C(C=CC1)[C@@H]1[C@@H](CC1)C#N